NC=1C=2N(C3=C(N1)C=NC(=C3)C(=O)N3[C@@H]1[C@H](CCC3([2H])[2H])OC3=C1C=CC(=C3)C(F)(F)F)C=NC2C (4-amino-3-methylimidazo[1,5-a]pyrido[3,4-e]pyrazin-8-yl)((4aS,9bS)-7-(trifluoromethyl)-3,4,4a,9b-tetrahydrobenzofuro[3,2-b]pyridin-1(2H)-yl-2,2-d2)methanone